O=C1NC(CCC1NC1=CC(=C(C=C1)C1CCN(CC1)CC(=O)O)S(=O)(=O)F)=O 2-(4-(4-((2,6-dioxopiperidin-3-yl)amino)-2-(fluorosulfonyl)phenyl)piperidin-1-yl)acetic acid